C1(=CC=C(C=C1)CCN)C 2-(p-tolyl)ethane-1-amine